N1N=CC[C@H]1C(=O)OC(C)(C)C Tert-butyl (S)-4,5-dihydro-1H-pyrazole-5-carboxylate